3-[benzyloxycarbonyl(methyl)amino]-4-(3-oxa-8-azabicyclo[3.2.1]octan-8-yl)-4-oxo-butanoic acid C(C1=CC=CC=C1)OC(=O)N(C(CC(=O)O)C(=O)N1C2COCC1CC2)C